C(C1=CC=CC=C1)OCCOCCOCC=1N=C(OC1)N(CC1=CC(=CC=C1)OCCOC)CC1=CC(=CC=C1)OC 4-((2-(2-(benzyloxy)ethoxy)ethoxy)methyl)-N-(3-methoxybenzyl)-N-(3-(2-methoxyethoxy)benzyl)oxazol-2-amine